piperidine-1-carboxylic acid cyclopropyl ester C1(CC1)OC(=O)N1CCCCC1